CC1=CC=CC(=N1)C1=NNC=C1C1=NC2=CC(=CN=C2C=C1)C=1N=NN(C1)C1=CC=CC=C1 2-[3-(6-methyl-2-pyridyl)-1H-pyrazol-4-yl]-7-(1-phenyltriazol-4-yl)-1,5-naphthyridine